BrC1=C(C=C2C(=C(C(=NC2=C1F)SC)I)N([C@H]1[C@H]2CN([C@@H]1C2)C(=O)OCCCC)C(=O)OC(C)(C)C)CCC#N butyl (1R,4R,5S)-5-((7-bromo-6-(2-cyanoethyl)-8-fluoro-3-iodo-2-(methylthio)quinolin-4-yl)(tert-butoxycarbonyl)amino)-2-azabicyclo[2.1.1]hexane-2-carboxylate